N1C=CC2=CC=C(C=C12)N1C(NC(CC1)=O)=O 1-(1H-Indol-6-yl)dihydropyrimidine-2,4(1H,3H)-dione